C1(CC1)OC1=C(C(=O)O)C(=CN=C1)C=O 3-CYCLOPROPOXY-5-FORMYLISONICOTINIC ACID